6-{5-chloro-2-[(oxan-4-yl)amino]pyrimidin-4-yl}-2-{2-oxo-2-[4-(1,3-thiazol-2-yl)piperidin-1-yl]ethyl}-2,3-dihydro-1H-isoindol-1-one ClC=1C(=NC(=NC1)NC1CCOCC1)C1=CC=C2CN(C(C2=C1)=O)CC(N1CCC(CC1)C=1SC=CN1)=O